BrC1=CC=CC(=N1)C1=CN=C2N1N=C(C(=C2)OC)C(F)F 3-(6-bromo-2-pyridinyl)-6-(difluoromethyl)-7-methoxy-imidazo[1,2-b]Pyridazine